N1=C(C=CC=C1)N1CCN(CC1)CC=1C=C(CN2CN=CC3=CC=CC=C23)C=CC1 1-(3-((4-(Pyridin-2-yl)piperazin-1-yl)methyl)benzyl)quinazoline